The molecule is a member of the class of cinnamaldehydes that is trans-cinnamaldehyde substituted by an acetoxy group at position 4. It is a member of cinnamaldehydes and a member of phenyl acetates. CC(=O)OC1=CC=C(C=C1)/C=C/C=O